5-(2-(4-(5-chloro-2-(1H-tetrazol-1-yl)phenyl)-5-methoxy-2-oxopyridin-1(2H)-yl)-3-(pyridin-4-yl)propionylamino)picolinic acid ClC=1C=CC(=C(C1)C1=CC(N(C=C1OC)C(C(=O)NC=1C=CC(=NC1)C(=O)O)CC1=CC=NC=C1)=O)N1N=NN=C1